3-(3-((2-(Cycloheptylmethyl)-1H-imidazol-1-yl)methyl)-4-methylphenyl)-3-(1,4-dimethyl-1H-benzo[d][1,2,3]triazol-5-yl)propanoic acid, formic acid salt C(=O)O.C1(CCCCCC1)CC=1N(C=CN1)CC=1C=C(C=CC1C)C(CC(=O)O)C1=C(C2=C(N(N=N2)C)C=C1)C